N3-(3,5-Difluoro-3'-(methoxy-d3)-[1,1'-biphenyl]-4-yl)-N2-methoxythiophene-2,3-di-carboxamide FC=1C=C(C=C(C1NC(=O)C1=C(SC=C1)C(=O)NOC)F)C1=CC(=CC=C1)OC([2H])([2H])[2H]